OCCOC(C(CS)SSC(C(=O)[O-])CS)=O hydroxyethyldithiobis(3-mercaptopropionate)